CC1=CC(=NC(=C1)N1CCCC1)C(=O)NC1=C(C(=O)O)C=CC=C1 (4-Methyl-6-(pyrrolidin-1-yl)picolinamido)benzoic acid